N-(1-(1,2,4-Oxadiazol-3-yl)piperidin-4-yl)-4-cyclopropoxy-N-(4-(trifluoro-methyl)phenyl)pyridin-3-amine O1N=C(N=C1)N1CCC(CC1)N(C=1C=NC=CC1OC1CC1)C1=CC=C(C=C1)C(F)(F)F